(R)-phenylisopropyladenosine C1(=CC=CC=C1)[C@@]1([C@@](O[C@@H]([C@H]1O)CO)(N1C=NC=2C(N)=NC=NC12)C(C)C)O